N[C@@H]1[C@@H](COC1)OC=1C=C2CN(C(C2=CC1)=O)C1C(NC(CC1)=O)=O 3-(5-(((3s,4s)-4-aminotetrahydrofuran-3-yl)oxy)-1-oxoisoindolin-2-yl)piperidine-2,6-dione